FC1=CC(=CC2=C1OCCO2)[C@H]([C@@H](CN2CCCC2)NC(=O)[C@H]2CN(CC2)C2=NC1=CC=CC=C1C=C2)O (R)-N-((1R,2R)-1-(8-fluoro-2,3-dihydrobenzo[b][1,4]dioxin-6-yl)-1-hydroxy-3-(pyrrolidin-1-yl)propan-2-yl)-1-(quinolin-2-yl)pyrrolidine-3-carboxamide